BrC1=CC2=C(C3(N(C2=O)CC2=CC=C(C=C2)OC)CC3)S1 Bromo-5'-(4-methoxybenzyl)spiro[cyclopropane-1,6'-thieno[2,3-c]pyrrol]-4'(5'H)-one